ClC=1C=C(O[C@H]2CN(CC2)C2(CCC2)C(=O)N[C@@H](C)C2=CC=C(C(=O)O)C=C2)C=CC1 4-[(1S)-1-[[1-[(3R)-3-(3-Chlorophenoxy)pyrrolidin-1-yl]cyclobutane-1-carbonyl]amino]ethyl]benzoic acid